ClC=1C=C(CN2N=C(C=CC2=O)C2=CC=C(C=C2)Cl)C=CC1 2-(3-chlorobenzyl)-6-(4-chlorophenyl)pyridazin-3(2H)-one